S1C=C(C=C1)C(=O)NC1CCC12CCC2 thiophene-3-carboxamidospiro[3.3]Heptane